C1C(CC2=CC=CC=C12)NC1=NC=C(C=N1)C(=O)N1CCC(CC1)C(C)OCC#C (2-((2,3-dihydro-1H-inden-2-yl)amino)pyrimidin-5-yl)(4-(1-(prop-2-yn-1-yloxy)ethyl)piperidin-1-yl)methanone